ClC1=C(C=CC2=C1C(=NCC=1N2CNN1)C1=NC=CC=C1F)Cl 7,8-dichloro-6-(3-fluoro-2-pyridinyl)-2,4-dihydro-[1,2,4]Triazolo[4,3-a][1,4]Benzodiazepine